((4S,5S)-5-(2,6-dichlorophenyl)-2,2-diethyl-1,3-dioxolan-4-yl)methyl sulfamate S(N)(OC[C@@H]1OC(O[C@H]1C1=C(C=CC=C1Cl)Cl)(CC)CC)(=O)=O